FC1=CC=C(C=C1)NC1CCN(CC1)C(=O)OC(C)(C)C tert-butyl 4-((4-fluorophenyl)amino)piperidine-1-carboxylate